1-((2R,5S)-4-(6-chloro-7-(1-cyclopropyl-6-methyl-1H-indazol-7-yl)-8-fluoro-2-(((S)-1-methylpyrrolidin-3-yl)methoxy)quinazolin-4-yl)-2,5-dimethylpiperazin-1-yl)prop-2-en-1-one ClC=1C=C2C(=NC(=NC2=C(C1C=1C(=CC=C2C=NN(C12)C1CC1)C)F)OC[C@@H]1CN(CC1)C)N1C[C@H](N(C[C@@H]1C)C(C=C)=O)C